N-(3-chloro-4-(1H-pyrazol-1-yl)phenyl)-1-(4-oxo-4H-pyrido[1,2-a]pyrimidin-9-yl)-5-cyclopropyl-1H-pyrazole-4-carboxamide ClC=1C=C(C=CC1N1N=CC=C1)NC(=O)C=1C=NN(C1C1CC1)C1=CC=CN2C1=NC=CC2=O